P(=O)(OC1(C(OCC1O)CS)F)(O)O 3-fluoro-4-hydroxy-2-(mercaptomethyl)tetrahydrofuran-3-yl dihydrogen phosphate